4-((4-chloro-1H-pyrrolo[2,3-b]pyridin-5-yl)ethynyl)benzonitrile ClC1=C2C(=NC=C1C#CC1=CC=C(C#N)C=C1)NC=C2